(S)-1-(6-(3-(4-(5-cyclopropylpyridin-3-yl)-1H-1,2,3-triazol-1-yl)oxetan-3-yl)pyridin-3-yl)piperidin-3-amine C1(CC1)C=1C=C(C=NC1)C=1N=NN(C1)C1(COC1)C1=CC=C(C=N1)N1C[C@H](CCC1)N